3-(4,6-difluoro-5-(1-((1-methyl-1H-benzo[d]imidazol-6-yl)methyl)piperidin-4-yl)-1-oxoisoindolin-2-yl)piperidine-2,6-dione FC1=C2CN(C(C2=CC(=C1C1CCN(CC1)CC=1C=CC2=C(N(C=N2)C)C1)F)=O)C1C(NC(CC1)=O)=O